1-methyl-isophthalamide CC1(C(=O)N)CC(C(=O)N)=CC=C1